N3-(3-Amino-pentyl)-1,3-pentandiamin NC(CCNC(CCN)CC)CC